C(CC)O.[Cu] Copper propanol